N1=C(C=CC=C1)OCC1(CC=CCC1)C(=O)O 1-((pyridin-2-yloxy)methyl)cyclohex-3-ene-1-carboxylic acid